C(C)(C)(C)OC(=O)N1CC(CCC1)C=1SC(=NN1)C1=C(C=CC=C1)OC(F)(F)F 3-(5-(2-(trifluoromethoxy)phenyl)-1,3,4-thiadiazol-2-yl)piperidine-1-carboxylic acid tert-butyl ester